C(C)OP(=O)(OCC)CS(=O)(=O)OCC Ethyl (diethyl phosphono)methanesulfonat